CC1=CC(=O)CC(C1CCC(=O)C)(C)C 3-oxo-7,8-dihydro-α-ionone